BrCC1=CN=NC=C1 4-(bromomethyl)pyridazine